N1C(NC2=C1N=CC=N2)=O DIHYDROIMIDAZOPYRAZINONE